Br.C(CCCCCCCCC)N n-decyl-amine hydrobromide